C(C)O[Si](CCC/C=1/C(=O)OC(\C1)=O)(OCC)OCC 2-(3-triethoxysilylpropyl)-maleic anhydride